fluoropropyl carbonate C(OCCCF)([O-])=O